2-[(3,3-dimethoxycyclobutyl)methyl]isoindolin-1-one COC1(CC(C1)CN1C(C2=CC=CC=C2C1)=O)OC